ClC1=C(C=C(C=C1)F)C1=CC=C(N=N1)NC[C@@H]1CC12CCN(CC2)CCC(C)(C)C (R)-6-(2-chloro-5-fluoro-phenyl)-N-[[6-(3,3-dimethylbutyl)-6-azaspiro[2.5]octan-2-yl]methyl]pyridazin-3-amine